C(CCCCCCCCCCCCCCCCCCCCCC)C(=O)[O-] tricosyl-carboxylate